carbonyl-iron zinc [Zn].C(=O)=[Fe]